N-[[1-(benzenesulfonyl)indol-5-yl]methyl]-tetrahydropyran-4-amine C1(=CC=CC=C1)S(=O)(=O)N1C=CC2=CC(=CC=C12)CNC1CCOCC1